3-allylphenethylphosphate C(C=C)C=1C=C(CCOP(=O)([O-])[O-])C=CC1